6-(5-chloro-1H-pyrazol-4-yl)-1-(((R)-1-ethylazetidin-2-yl)methyl)-1H-indol ClC1=C(C=NN1)C1=CC=C2C=CN(C2=C1)C[C@@H]1N(CC1)CC